FC=1C=C(OC2=NN=C(S2)N)C=C(C1)F (3,5-difluorophenoxy)-1,3,4-thiadiazol-2-amine